tert-butyl 4-(3-(2-fluoro-3-(methoxymethoxy)-5-(trifluoromethyl)phenyl)-1-(tetrahydro-2H-pyran-2-yl)-1H-pyrazolo[4,3-c]pyridin-6-yl)piperidine-1-carboxylate FC1=C(C=C(C=C1OCOC)C(F)(F)F)C1=NN(C2=C1C=NC(=C2)C2CCN(CC2)C(=O)OC(C)(C)C)C2OCCCC2